pentamethyl-pentavinyl-cyclopentasiloxane C[Si]1(O[Si](O[Si](O[Si](O[Si](O1)(C=C)C)(C=C)C)(C=C)C)(C=C)C)C=C